(1,2-ethanediyl)bis(4-isothiocyanatobenzene) C(CC1=CC=C(C=C1)N=C=S)C1=CC=C(C=C1)N=C=S